C(C1=CC=CC=C1)OC1=C(C=C(C(=O)OC)C=C1C(F)(F)F)C1OCCO1 methyl 4-(benzyloxy)-3-(1,3-dioxolan-2-yl)-5-(trifluoromethyl)benzoate